CC=1C=C2C(C=C(OC2=C(C1)C)C(=O)N)=O 6,8-dimethyl-4-oxo-4H-chromen-2-carboxamide